ClC1=C(C=CC(=C1)Cl)S(=O)(=O)C/C(=C/CN)/F (Z)-4-(2,4-dichlorophenylsulfonyl)-3-fluorobut-2-en-1-amine